[Na].C1(CC1)CC(=O)NC1=CSC(=C1)C1=NC(=CN=C1)C1=CC(=C(C=C1)S(N(C1CCN(CC1)C)C)(=O)=O)OC 2-cyclopropyl-N-(5-(6-(3-methoxy-4-(N-methyl-N-(1-methylpiperidin-4-yl)sulfamoyl)phenyl)pyrazin-2-yl)thiophene-3-yl)acetamide Sodium